(4-{[2-(2-{(1R,2S,8R)-2,9,9-Trimethyl-3,5-dioxa-4-boratricyclo[6.1.1.02,6]dec-4-yl}-1-pyrrolidinyl)-2-oxoethylamino]carbonyl}-7-quinolyloxy)acetic acid C[C@@]12[C@H]3C([C@@H](CC2OB(O1)C1N(CCC1)C(CNC(=O)C1=CC=NC2=CC(=CC=C12)OCC(=O)O)=O)C3)(C)C